1-isopropyl-N-(quinolin-8-yl)-1H-pyrazole-5-sulfonamide C(C)(C)N1N=CC=C1S(=O)(=O)NC=1C=CC=C2C=CC=NC12